C1C(C(=O)N(C1=O)OC(=O)CCSSCCC(=O)ON2C(=O)CC(C2=O)S(=O)(=O)O)S(=O)(=O)O 3,3'-Dithiobis(sulfosuccinimidylpropionate)